ClC=1C(=NC=CC1C1=C(C(=CC=C1)C1=CC=C2C(=N1)N(C=C2CNC2CCOCC2)C)Cl)C2=CC(=C(CNCCO)C=C2)OC 2-((4-(3-Chloro-4-(2-chloro-3-(1-methyl-3-(((tetrahydro-2H-pyran-4-yl)amino)methyl)-1H-pyrrolo[2,3-b]pyridin-6-yl)phenyl)pyridin-2-yl)-2-methoxybenzyl)amino)ethan-1-ol